FC(C(=O)[O-])(F)F.OC1=C(C=C(\C=C\2/CC(C\C(\C2=O)=C/C2=CC(=C(C=C2)O)OC)NC(=O)C2=[NH+]C=CC=C2)C=C1)OC 2-((3,5-Bis((E)-4-hydroxy-3-methoxybenzylidene)-4-oxocyclohexyl)carbamoyl)pyridin-1-ium trifluoroacetate